2-[4-[4-(aminomethyl)-8-methyl-1-oxo-2H-phthalazin-6-yl]-2-methyl-pyrazol-3-yl]benzo-thiophene-3-carbonitrile NCC1=NNC(C2=C(C=C(C=C12)C1=C(N(N=C1)C)C=1SC2=C(C1C#N)C=CC=C2)C)=O